4-(3-Cyclopropylphenoxy)-6-oxo-1H-pyridazine-5-carboxylic acid methyl ester COC(=O)C1=C(C=NNC1=O)OC1=CC(=CC=C1)C1CC1